ClC1=CC(=C(C=C1)C1(OC2=C(O1)C=CC=C2C2=CC=C(C(N2)=O)CC2=NC1=C(N2CCOC)C=C(C=C1)C(=O)O)C)F 2-((6-(2-(4-chloro-2-fluorophenyl)-2-methylbenzo[d][1,3]dioxol-4-yl)-2-oxo-1,2-dihydropyridin-3-yl)methyl)-1-(2-methoxyethyl)-1H-benzo[d]imidazole-6-carboxylic acid